Perfluorovinylpentylether FC(C(C(C(C(C(=C(F)F)F)(F)F)(F)F)(F)F)(F)F)(F)OC(C(C(C(C(F)(F)C(=C(F)F)F)(F)F)(F)F)(F)F)(F)F